3-((4-amino-6-(3-(4-cyclopropyl-2-fluorobenzamido)-5-fluoro-2-methylphenyl)pyrimidin-5-yl)oxy)azetidine-1-carboxylic acid tert-butyl ester C(C)(C)(C)OC(=O)N1CC(C1)OC=1C(=NC=NC1C1=C(C(=CC(=C1)F)NC(C1=C(C=C(C=C1)C1CC1)F)=O)C)N